O[C@@H]1CN(CC[C@@]12NCC1=CC=CC=C1C2)C(=O)C=2N=C1N(C=C(C=C1C(C)OC)C(C)C)C2 [(3R,3'R)-3'-hydroxy-1,4-dihydro-1'H,2H-spiro[isoquinoline-3,4'-piperidin]-1'-yl][6-isopropyl-8-(1-methoxyethyl)imidazo[1,2-a]pyridin-2-yl]methanone